C(C)C1=NC(=NO1)C=1C=C2CC[C@H](C2=CC1)NC(OCC1CN(C1)C(NC)=O)=O (1-(methylcarbamoyl)azetidin-3-yl)methyl (R)-(5-(5-ethyl-1,2,4-oxadiazol-3-yl)-2,3-dihydro-1H-inden-1-yl)carbamate